OCC=1C=C(C=CC1C1=CC=NN1)[C@@H]1CC[C@H](CC1)OC=1N=NNC1C(=O)O 4-(((trans)-4-(3-(hydroxymethyl)-4-(1H-pyrazol-5-yl)phenyl)cyclohexyl)oxy)-1H-1,2,3-triazole-5-carboxylic acid